C(C)OC(CCNC(=O)NC=1C(N(C=C(C1O)C)C)=O)=O 3-(3-(4-hydroxy-1,5-dimethyl-2-oxo-1,2-dihydropyridin-3-yl)ureido)propanoic acid ethyl ester